2-(1,5-dimethyl-3-phenyl-1H-pyrrol-2-yl)-N-{4-[4-(4,6-dimethyl-pyridin-2-yl)-piperazin-1-yl]-phenyl}-2-oxo-acetamide CN1C(=C(C=C1C)C1=CC=CC=C1)C(C(=O)NC1=CC=C(C=C1)N1CCN(CC1)C1=NC(=CC(=C1)C)C)=O